ClC1=CN=CC=2N=C(N=C(C21)O)C2=CC=NC=C2 chloro-2-(pyridin-4-yl)pyrido[3,4-d]pyrimidin-4-ol